ClC1=C(C2=C(OCO2)C=C1)C1=NC2=CC(=CC(=C2C(=N1)N)OC1CCOCC1)OCCN1CCN(CC1)C (5-chloro-1,3-benzodioxol-4-yl)-7-[2-(4-methylpiperazin-1-yl)ethoxy]-5-(oxan-4-yloxy)quinazolin-4-amine